C(CCCCCCCCCCC)C(C(=O)O)(CC(=O)O)S(=O)(=O)O mono-n-dodecyl-sulfosuccinic acid